C(C)(C)(C)OC(CSC1=NC=2C=CC=CC2C=2N1N=C(C2)CNC(C2=C(C=CC=C2)OC)=O)=O.S(=O)(=O)([O-])[O-].[NH4+].[NH4+] Ammonium Sulfat tert-butyl-2-((2-((2-methoxybenzamido)methyl)pyrazolo[1,5-c]quinazolin-5-yl)thio)acetate